P(=O)(OC(COC)C)(OC(COC)C)[O-] di(1-methoxy-2-propyl) phosphate